Cl.FC(CCN1CC(CC1)CC1=CC=C(C=C1)C1=C(CCCC2=C1C=CC(=C2)C(=O)O)C2=C(C=C(C=C2)F)C(F)(F)F)F 9-(4-((1-(3,3-difluoropropyl)pyrrolidin-3-yl)methyl)phenyl)-8-(4-fluoro-2-(trifluoromethyl)phenyl)-6,7-dihydro-5H-benzo[7]annulene-3-carboxylic acid hydrochloride